(tripyrrolidin-1-yl)phosphonium hexafluoro-phosphate F[P-](F)(F)(F)(F)F.N1(CCCC1)[PH+](N1CCCC1)N1CCCC1